tert-butyl (3R,4S)-3-methoxy-4-((1-methyl-1H-pyrazol-4-yl)oxy)pyrrolidine-1-carboxylate CO[C@@H]1CN(C[C@@H]1OC=1C=NN(C1)C)C(=O)OC(C)(C)C